tert-butyl N-[cyano-(3,4-difluorophenyl)methyl]carbamate C(#N)C(NC(OC(C)(C)C)=O)C1=CC(=C(C=C1)F)F